(3S)-9-chloro-3-((dimethylamino)methyl)-7-((2S,5R)-2,5-dimethylpiperazin-1-yl)-10-(2-fluoro-6-hydroxyphenyl)-5-oxo-3,5-dihydro-2H-[1,4]oxazino[2,3,4-ij]quinoline-6-carbonitrile ClC=1C=C2C(=C(C(N3C2=C(C1C1=C(C=CC=C1O)F)OC[C@@H]3CN(C)C)=O)C#N)N3[C@H](CN[C@@H](C3)C)C